C12C(CC(CC1)O2)C#CC=2C(=NC=CC2F)Cl ((7-oxabicyclo[2.2.1]hept-2-yl)ethynyl)-2-chloro-4-fluoropyridine